CC1(CCC1)OC1=C(C(=NC=C1)NCC1=NC=CC=C1)[N+](=O)[O-] 4-(1-methylcyclobutoxy)-3-nitro-N-(pyridin-2-ylmethyl)pyridin-2-amine